hexa-(4-ethoxyphenyl)iodonium Zinc di-acetate C(C)(=O)[O-].C(C)(=O)[O-].[Zn+].C(C)OC1=CC=C(C=C1)[I+](C1=CC=C(C=C1)OCC)(C1=CC=C(C=C1)OCC)(C1=CC=C(C=C1)OCC)(C1=CC=C(C=C1)OCC)C1=CC=C(C=C1)OCC